tert-butyl ((1S)-5-fluoro-1'-(3-iodo-1-(tetrahydro-2H-pyran-2-yl)-1H-pyrazolo[3,4-b]pyrazin-6-yl)-1,3-dihydrospiro[indene-2,4'-piperidin]-1-yl)carbamate FC=1C=C2CC3(CCN(CC3)C3=CN=C4C(=N3)N(N=C4I)C4OCCCC4)[C@@H](C2=CC1)NC(OC(C)(C)C)=O